S(=O)(=O)(O)O.NC1=C(C=CC(=C1)N)OC 2,4-diaminoanisole sulfate